dinormaloctyl phthalate C(C=1C(C(=O)OCCCCCCCC)=CC=CC1)(=O)OCCCCCCCC